1-anilinonaphthalene-8-sulfonic acid ammonium salt [NH4+].N(C1=CC=CC=C1)C1=CC=CC2=CC=CC(=C12)S(=O)(=O)[O-]